CC=1C=C(C=C(C1CC1=NNC(C(=C1)C1C(CCC1)C)=O)C)N1NC=CN=C1 2-(3,5-dimethyl-4-((5-(2-methylcyclopentyl)-6-oxo-1,6-dihydropyridazin-3-yl)methyl)phenyl)-1,2,4-triazine